Di-tert-butyl ((5S,6R)-5-(((2-chloro-4-(N-(2,4-dimethoxybenzyl)-N-(1,2,4-thiadiazol-5-yl)sulfamoyl)-5-fluorophenyl)amino)methyl)-3,3,7-trimethyloctane-1,6-diyl)dicarbamate ClC1=C(C=C(C(=C1)S(N(C1=NC=NS1)CC1=C(C=C(C=C1)OC)OC)(=O)=O)F)NC[C@H](CC(CCNC(OC(C)(C)C)=O)(C)C)[C@@H](C(C)C)NC(OC(C)(C)C)=O